4-hydroxy-2'-methylchalcone OC1=CC=C(C=C1)\C=C\C(=O)C1=C(C=CC=C1)C